N-(4-(7-chloro-5-((2-(piperidin-1-yl)ethyl)amino)-2,3,4,5-tetrahydro-1H-benzo[b]azepine-1-carbonyl)-3-methylphenyl)-2-methylbenzamide ClC1=CC2=C(N(CCCC2NCCN2CCCCC2)C(=O)C2=C(C=C(C=C2)NC(C2=C(C=CC=C2)C)=O)C)C=C1